(7-chloronaphthalen-1-yl)acetic acid ClC1=CC=C2C=CC=C(C2=C1)CC(=O)O